bis((R)-2-hydroxy-2-phenylacetoxy)copper O[C@@H](C(=O)O[Cu]OC([C@H](O)C1=CC=CC=C1)=O)C1=CC=CC=C1